CN1N=CC(=C1)C=1C=CC=C2C=CC(=NC12)N 8-(1-methyl-1H-pyrazol-4-yl)quinolin-2-amine